C(C1=CC=CC=C1)N(C(O)=O)CC1=NC2=C(N1COCC[Si](C)(C)C)C(=CC=C2)Br.BrC2=CC=CC=1N(C(=NC12)CNC(OCC1=CC=CC=C1)=O)COCC[Si](C)(C)C benzyl [(4-bromo-1-{[2-(trimethylsilyl)ethoxy]methyl}-1H-benzimidazol-2-yl)methyl]carbamate benzyl-[(7-bromo-1-{[2-(trimethylsilyl)ethoxy]methyl}-1H-benzimidazol-2-yl)methyl]carbamate